C1(CCC1)[C@H](CCCC(=O)C1=CN=C2C(=N1)N(C(=C2)C2(CC2)C(F)(F)F)C)[C@H]2N(C(OC2)(C)C)C(=O)OC(C)(C)C tert-butyl (4R)-4-[(1S)-1-cyclobutyl-5-[5-methyl-6-[1-(trifluoromethyl)cyclopropyl]pyrrolo[2,3-b]pyrazin-3-yl]-5-oxo-pentyl]-2,2-dimethyl-oxazolidine-3-carboxylate